O=C1N(CCC12CNC1=C(NC2)N=CC=C1)C#N Oxo-1,2,4,5-tetrahydrospiro[pyrido[2,3-b][1,4]diazepine-3,3'-pyrrolidine]-1'-carbonitrile